(4-ethylphenyl)trimethylsilane C(C)C1=CC=C(C=C1)[Si](C)(C)C